(9-(3,4-difluorophenyl)-3,9-diazaspiro[5.5]undecane-3-carbonyl)-6-nitroquinolin-2(1H)-one FC=1C=C(C=CC1F)N1CCC2(CCN(CC2)C(=O)N2C(C=CC3=CC(=CC=C23)[N+](=O)[O-])=O)CC1